C(C=C)(=O)OCCCOC1=CC=C(C(=O)OC2=C(C=C(C=C2)OC(C2=CC=C(C=C2)OCCCOC(C=C)=O)=O)C)C=C1 1,4-bis[4-(3-acryloyloxy-propoxy)benzoyloxy]-2-methylbenzene